2-(4-methoxypiperidin-1-yl)benzo[d]oxazol-6-amine COC1CCN(CC1)C=1OC2=C(N1)C=CC(=C2)N